COC=1C=C(C=C(C1OC)OC)NCCN1C(C2=CC=CC=C2C1=O)=O (2-(3,4,5-trimethoxyphenylamino)ethyl)isoindoline-1,3-dione